N-(4-((2-(1,1-difluoroethyl)-6-methylpyrimidin-4-yl)amino)-5-(7-oxo-5,7-dihydrofuro[3,4-d]pyrimidin-2-yl)pyridin-2-yl)acetamide FC(C)(F)C1=NC(=CC(=N1)NC1=CC(=NC=C1C=1N=CC2=C(N1)C(OC2)=O)NC(C)=O)C